CC(CC(=O)OOOC(C)(C)CC)(CC(C)C)C tert-amylperoxy 3,3,5-trimethylhexanoate